IC1=CC=C(S1)CO (5-iodo-thiophene-2-yl)-methanol